imidazo[5,1-f][1,2,4]triazine-5-carboxylic acid N=1N2C(C=NC1)=C(N=C2)C(=O)O